OCC=1C=C(C=CC1)NC(C1=C(C=CC=C1)Cl)=O N-(3-(hydroxymethyl)phenyl)-2-chlorobenzamide